N-(3-(methylsulfonamido)phenyl)-2-(methylthio)-1-phenyl-1H-imidazole-5-carboxamide CS(=O)(=O)NC=1C=C(C=CC1)NC(=O)C1=CN=C(N1C1=CC=CC=C1)SC